C1(CCCCC1)NC1=CC=C(C=C1)NC1=CC=CC=C1 N-cyclohexyl-N'-phenyl-para-phenylenediamine